1-methyl-4-(4-nitro-3-(piperidin-1-yl)phenyl)piperazine (S)-(3-Fluoropyrrolidin-3-yl)methyl-(7-fluoro-6-(8-methyl-2,3-dihydro-1H-pyrido[2,3-b][1,4]oxazin-7-yl)isochinolin-3-yl)carbamat F[C@@]1(CNCC1)CN(C(O)=O)C=1N=CC2=CC(=C(C=C2C1)C1=C(C2=C(OCCN2)N=C1)C)F.CN1CCN(CC1)C1=CC(=C(C=C1)[N+](=O)[O-])N1CCCCC1